FC1=CC=C(OC=2SC=CN2)C=C1 2-(4-fluorophenoxy)thiazole